FC1=C(C=CC(=C1)F)CC#N 2,4-Difluorobenzeneacetonitrile